C(C=C)(=O)OCCCCC(C(=O)O)CCCC(=O)O acryloxybutyl-adipic acid